O[C@@H](CO)C1=C2C(=NC=C1)N(N=C2C2CN(C2)C(C#CC)=O)C2=CC=C(C=C2)OC(F)(F)F (R)-1-(3-(4-(1,2-dihydroxyethyl)-1-(4-(trifluoromethoxy)phenyl)-1H-pyrazolo[3,4-b]pyridin-3-yl)azetidin-1-yl)but-2-yn-1-one